N[C@H](CC)C1=C(CN2C(NC(C3=C2C=CN3)=O)=S)C=CC(=C1)Cl 1-{2-[(1R)-1-aminopropyl]-4-chlorobenzyl}-2-thioxo-1,2,3,5-tetrahydro-4H-pyrrolo[3,2-d]pyrimidin-4-one